para-butenyl-aniline C(=CCC)C1=CC=C(N)C=C1